ethyl 2-(1,4-dioxaspiro[4.5]dec-8-yl)-1H-imidazole-5-carboxylate O1CCOC12CCC(CC2)C=2NC(=CN2)C(=O)OCC